(E)-3-(3,4-dihydroxyphenyl)-N-(4-((4-methoxybenzyl)oxy)phenethyl)acrylamide OC=1C=C(C=CC1O)/C=C/C(=O)NCCC1=CC=C(C=C1)OCC1=CC=C(C=C1)OC